FC(C1=NNC=C1C(=O)OC)F methyl 3-(difluoromethyl)-1H-pyrazole-4-carboxylate